5-((4-(Methoxymethyl)piperidin-1-yl)methyl)-1-(6-(trifluoromethyl)pyridin-3-yl)-1H-pyrrolo[2,3-b]pyridine COCC1CCN(CC1)CC=1C=C2C(=NC1)N(C=C2)C=2C=NC(=CC2)C(F)(F)F